FC(C1=NC=2N(C(=C1)NCC(C)(C1=CC=CC=C1)C1CN(C1)C(=O)N)N=C(C2)C(F)(F)F)F 3-(1-((5-(difluoromethyl)-2-(trifluoromethyl)pyrazolo[1,5-a]pyrimidin-7-yl)amino)-2-phenylpropan-2-yl)azetidine-1-carboxamide